(R)-5-guanidinopentane-1,2-diyldioleate hydrochloride Cl.N(C(=N)N)CCC[C@H](CCCCCCCCC\C=C/CCCCCCCC(=O)O)CCCCCCCC\C=C/CCCCCCCC(=O)O